4-(2-oxo-2H-chromen-8-carboxamido)pyridine-2-sulfonic acid O=C1OC2=C(C=CC=C2C=C1)C(=O)NC1=CC(=NC=C1)S(=O)(=O)O